ClCCNS(=O)(=O)C1=CC=C(C=C1)C N-(2-chloroethyl)-4-methylbenzenesulfonamide